BrC1=C(N=C(C(=N1)C(=O)OCC)N1CCC2([C@@H]([C@@H](OC2)C)NC(=O)OC(C)(C)C)CC1)C Ethyl 6-bromo-3-((3S,4S)-4-((tert-butoxycarbonyl) amino)-3-methyl-2-oxa-8-azaspiro[4.5]decan-8-yl)-5-methylpyrazine-2-carboxylate